CN=C(N)NCCC[C@@H](C(=O)[O-])N The molecule is a L-alpha-amino acid anion obtained by deprotonation of the carboxy group of N(omega)-methyl-L-arginine. It is a conjugate base of a N(omega)-methyl-L-arginine.